(6-bromoquinazolin-4-yl)-2,7-diazaspiro[3.5]nonane-7-carboxylate BrC=1C=C2C(=NC=NC2=CC1)OC(=O)N1CCC2(CNC2)CC1